C(C=C)C(CCS(=O)(=O)O)O allylhydroxypropylsulfonic acid